3-(5-(6-(((2,6-dichlorophenethyl)amino)methyl)imidazo[1,2-a]pyridin-8-yl)-1-oxoisoindolin-2-yl)piperidine-2,6-dione ClC1=C(CCNCC=2C=C(C=3N(C2)C=CN3)C=3C=C2CN(C(C2=CC3)=O)C3C(NC(CC3)=O)=O)C(=CC=C1)Cl